(S)-2-((t-butoxycarbonyl)(methyl)amino)-3-(2,4,5-trifluorophenyl)propionic acid C(C)(C)(C)OC(=O)N([C@H](C(=O)O)CC1=C(C=C(C(=C1)F)F)F)C